1-(1,3-dihydro-2H-isoindol-2-yl)-2-[(1-methyl-1H-pyrazol-3-yl)sulfanyl]ethanone C1N(CC2=CC=CC=C12)C(CSC1=NN(C=C1)C)=O